C(C)(C)(C)C1(CN(CC=2C3=C(C(NC12)=O)SC(=C3)C=3C=NN(C3)C3OCCCC3)C(=O)OCC3=CC=CC=C3)O Benzyl 4-(tert-butyl)-4-hydroxy-6-oxo-8-(1-(tetrahydro-2H-pyran-2-yl)-1H-pyrazol-4-yl)-3,4,5,6-tetrahydrothieno[2,3-c][1,6]naphthyridine-2(1H)-carboxylate